3,4-dichloro-2-[(2R,4R)-4-(1H-pyrazol-4-ylmethyl)pyrrolidin-2-yl]phenol ClC=1C(=C(C=CC1Cl)O)[C@@H]1NC[C@@H](C1)CC=1C=NNC1